ClC=1C=C(C=C(C1O)Cl)C(C)(C)C1=CC(=C(C(=C1)Cl)O)Cl 2,2-bis(3',5'-dichloro-4'-hydroxyphenyl)propane